N-(1-(4-(trifluoromethyl)benzyl)-1H-pyrazolo[4,3-d]pyrimidin-5-yl)acrylamide FC(C1=CC=C(CN2N=CC=3N=C(N=CC32)NC(C=C)=O)C=C1)(F)F